ClC1=C(C(=CC=C1)Cl)C1=CC(=C(C(=C1)C)F)[C@H](CC(=O)O)NC(C(CC(C)C)N1C(C=C(C(=C1)CCN(C)C)C(F)(F)F)=O)=O (3S)-3-(2',6'-dichloro-4-fluoro-5-methylbiphenyl-3-yl)-3-(2-(5-(2-(dimethylamino)ethyl)-2-oxo-4-(trifluoromethyl)pyridin-1(2H)-yl)-4-methylpentanamido)propanoic acid